O1CCN(CC1)C=1C2=C(N=C(N1)N1CCN(CC1)CC=1C=C3CN(C(C3=CC1)=O)C1C(NC(CC1)=O)=O)CCS2 3-(5-((4-(4-morpholino-6,7-dihydrothieno[3,2-d]pyrimidin-2-yl)piperazin-1-yl)methyl)-1-oxoisoindolin-2-yl)piperidine-2,6-dione